1-(6-Isopropyl-4-((2R,3S)-2-methyl-3-((methylsulfonyl)methyl)azetidin-1-yl)pyridin-2-yl)-6-(4-methoxypyridin-3-yl)-4-methyl-1H-pyrazolo[4,3-c]pyridine C(C)(C)C1=CC(=CC(=N1)N1N=CC=2C(=NC(=CC21)C=2C=NC=CC2OC)C)N2[C@@H]([C@H](C2)CS(=O)(=O)C)C